7-(tributylstannyl)-5-((triisopropylsilyl)oxy)hept-6-enoate C(CCC)[Sn](C=CC(CCCC(=O)[O-])O[Si](C(C)C)(C(C)C)C(C)C)(CCCC)CCCC